2-((2R,5S)-4-(6-cyano-1-methyl-2-oxo-1,2-dihydro-1,5-naphthyridin-4-yl)-2,5-dimethylpiperazin-1-yl)-2-(4-fluorophenyl)acetic acid C(#N)C=1N=C2C(=CC(N(C2=CC1)C)=O)N1C[C@H](N(C[C@@H]1C)C(C(=O)O)C1=CC=C(C=C1)F)C